(2S,4S)-4-((6-(2,6-dichloro-3,5-dimethoxyphenyl)quinazolin-2-yl)amino)-2-(hydroxyl Methyl)pyrrolidine-1-carboxylate ClC1=C(C(=C(C=C1OC)OC)Cl)C=1C=C2C=NC(=NC2=CC1)N[C@H]1C[C@H](N(C1)C(=O)[O-])CO